N1=CN=C(C2=C1NC=C2)N2CCN(CC2)C(C(C2=CC=C(C=C2)Cl)[C@H]2N(C1(CC1)CC2)C(=O)OC(C)(C)C)=O tert-butyl (5S)-5-(2-(4-(7H-pyrrolo[2,3-d]pyrimidin-4-yl) piperazin-1-yl)-1-(4-chlorophenyl)-2-oxoethyl)-4-azaspiro[2.4]heptane-4-carboxylate